C1(CCC1)C\N=C\C1=C(C=C(C=C1)C(F)(F)F)O (E)-2-(((cyclobutylmethyl)imino)methyl)-5-(trifluoromethyl)phenol